C(C)ONC(C1=CN=CC=C1NC1=C(C=C(C=C1)C(C)C)N(S(=O)(=O)C)C)=O N-ethoxy-4-((4-isopropyl-2-(N-methylmethanesulfonamido)phenyl)amino)nicotinamide